4-(2-methyl-4-(trifluoromethyl)phenyl)piperidin-1-ium chloride [Cl-].CC1=C(C=CC(=C1)C(F)(F)F)C1CC[NH2+]CC1